CC(CC)C=1C=C2C=C(NC2=CC1)C(=O)N[C@H](C(=O)N[C@@H](C[C@H]1C(NCC1)=O)C#N)CC(C)(C)C 5-(butan-2-yl)-N-[(2S)-1-({(1S)-1-cyano-2-[(3S)-2-oxopyrrolidin-3-yl]ethyl}amino)-4,4-dimethyl-1-oxopentan-2-yl]-1H-indole-2-carboxamide